C(CCCCCCC\C=C/C\C=C/CCCCC)(=O)OCC(COC(CCC(OCCCCCCCC)OCCCCCCCC)=O)COC(NC1CN(CC1)CC)=O 3-((4,4-bis(octyloxy)butanoyl)oxy)-2-((((1-ethylpyrrolidin-3-yl)carbamoyl)oxy)methyl)propyl (9Z,12Z)-octadeca-9,12-dienoate